The molecule is an unsaturated fatty acyl-CoA that results from the formal condensation of the thiol group of coenzyme A with the carboxy group of (9Z,12Z)-hexadecadienoic acid. It is an unsaturated fatty acyl-CoA and a long-chain fatty acyl-CoA. It derives from a (9Z,12Z)-hexadecadienoic acid. It is a conjugate acid of a (9Z,12Z)-hexadecadienoyl-CoA(4-). CCC/C=C\\C/C=C\\CCCCCCCC(=O)SCCNC(=O)CCNC(=O)[C@@H](C(C)(C)COP(=O)(O)OP(=O)(O)OC[C@@H]1[C@H]([C@H]([C@@H](O1)N2C=NC3=C(N=CN=C32)N)O)OP(=O)(O)O)O